BrC=1C(=NC2=CC=CC=C2N1)C=1C=NNC1 bromo-2-(1H-pyrazol-4-yl)quinoxaline